2,2-dibromocyclopropane BrC1(CC1)Br